N1-(3-(tert-Butyl)-5-((9-(1-(2,6-diisopropylphenyl)-1H-imidazol-2-yl)-9H-carbazol-2-yl)oxy)phenyl)-N2-phenyl-benzene-1,2-diamine C(C)(C)(C)C=1C=C(C=C(C1)OC1=CC=2N(C3=CC=CC=C3C2C=C1)C=1N(C=CN1)C1=C(C=CC=C1C(C)C)C(C)C)NC=1C(=CC=CC1)NC1=CC=CC=C1